ClC1=C(C=CC=C1)C1=NOC(=C1)C(=O)NC[C@@H]1CN(CC1)C#N (R)-3-(2-Chlorophenyl)-N-((1-cyanopyrrolidin-3-yl)methyl)isoxazol-5-carboxamid